C1=CC=CC=2C3=CC=CC=C3N(C12)C1=C(C=CC=C1)C1=CC=C(C=C1)N(C1=CC=C(C(=C1)C1=CC=CC=C1)C1=CC=C(C=C1)C1=CC=CC=C1)C1=CC=C(C=C1)C1=CC=CC=C1 N-(2'-(9H-carbazol-9-yl)-[1,1'-biphenyl]-4-yl)-N-([1,1'-biphenyl]-4-yl)-[1,1':2',1'':4'',1'''-quaterphenyl]-5'-amine